2-(4-cyclopropyl-6-methoxypyrimidin-5-yl)-4-(1-(4-(1-isopropyl-4-(trifluoromethyl)-1H-imidazol-2-yl)phenyl)ethoxy)pyrido[3,2-d]pyrimidine C1(CC1)C1=NC=NC(=C1C=1N=C(C2=C(N1)C=CC=N2)OC(C)C2=CC=C(C=C2)C=2N(C=C(N2)C(F)(F)F)C(C)C)OC